N1N=CC(=C1)C=1C=C2C=C(N=CC2=CC1)NC(=O)[C@@H]1CC[C@H](CC1)CO trans-N-(6-(1H-pyrazol-4-yl)isoquinolin-3-yl)-4-(hydroxymethyl)cyclohexane-1-carboxamide